methyl (2S)-2-[[(2S,4R)-4-methylpyrrolidine-2-carbonyl]amino]-3-[(3S)-2-oxopyrrolidin-3-yl]propanoate C[C@@H]1C[C@H](NC1)C(=O)N[C@H](C(=O)OC)C[C@H]1C(NCC1)=O